4-[4-[5-[2-fluoro-5-[[6-oxo-4-(trifluoromethyl)-1H-pyridine-3-carbonyl]amino]-4-[rac-(3R,5S)-3,4,5-trimethylpiperazin-1-yl]phenyl]pyrimidin-2-yl]piperazin-1-yl]-4-oxobutanoic acid FC1=C(C=C(C(=C1)N1C[C@H](N([C@H](C1)C)C)C)NC(=O)C1=CNC(C=C1C(F)(F)F)=O)C=1C=NC(=NC1)N1CCN(CC1)C(CCC(=O)O)=O |r|